BrC=1C(=NC(=CC1)Cl)C(=O)OCC ethyl 3-bromo-6-chloropicolinate